methyl 4-(4-((trimethylsilyl)ethynyl)benzyl)morpholin-2-carboxylate C[Si](C)(C)C#CC1=CC=C(CN2CC(OCC2)C(=O)OC)C=C1